FC1=CC2=C(C=C3N2C(=NN(C3=O)CC(=O)NC3CC(C3)(C)O)C(C)C)S1 2-(2-Fluoro-5-isopropyl-8-oxothieno[2',3':4,5]pyrrolo[1,2-d][1,2,4]triazin-7(8H)-yl)-N-((1s,3s)-3-hydroxy-3-methylcyclobutyl)acetamid